6-amino-1,3-dihydroimidazo[4,5-b]pyridin NC=1C=C2C(=NC1)NCN2